S1C(NC=C1)=S 1,3-thiazol-2-thione